dihydrospiro[cyclohexane-1,3'-pyrazolo[1,5-a]imidazole] N1C=2N(C3(C1)CCCCC3)N=CC2